4-hydroxyphenyl-(o-methylbenzyl)-methylsulfonium OC1=CC=C(C=C1)[S+](C)CC1=C(C=CC=C1)C